CN1N=C(C=C1C(=O)OC)OCC(F)(F)F methyl 1-methyl-3-(2,2,2-trifluoroethoxy)-1H-pyrazole-5-carboxylate